N1=C(NCC=C1)S 4H-2-pyrimidinethiol